2-(m-tolyl)oxazol tert-butyl-(R)-(1-(3-(difluoromethoxy)phenyl)-2-hydroxyethyl)carbamate C(C)(C)(C)N(C(O)=O)[C@@H](CO)C1=CC(=CC=C1)OC(F)F.C1(=CC(=CC=C1)C=1OC=CN1)C